IC1=CC2=C(N=C(S2)N)C=C1 6-iodobenzo[d]thiazol-2-amine